4-(trifluoromethyl)-1-((2-(trimethylsilyl)ethoxy)methyl)-1H-pyrrole-3-carboxylic acid FC(C=1C(=CN(C1)COCC[Si](C)(C)C)C(=O)O)(F)F